C(CCCCCCCCCCCCCCC)C1=C(C(=O)N)C=CC=C1 hexadecyl-benzamide